9-anthryl-boric acid C1=CC=CC2=CC3=CC=CC=C3C(=C12)OB(O)O